isopropyl isononanoate C(CCCCCC(C)C)(=O)OC(C)C